Dimethyl 3,6-dioxooctanedioate O=C(CC(=O)OC)CCC(CC(=O)OC)=O